di(3-isobutylphenyl) phosphonate P(OC1=CC(=CC=C1)CC(C)C)(OC1=CC(=CC=C1)CC(C)C)=O